3-(1-hydroxy-3-phenylpropyl)quinoxalin-2(1H)-one OC(CCC1=CC=CC=C1)C=1C(NC2=CC=CC=C2N1)=O